CC1=C(OC2=C(C=C(C=C2C1=O)C)C(C)NC1=C(C(=O)O)C=CC=C1)C1CCC(CC1)C1=CC=CC=C1 2-[1-[3,6-dimethyl-4-oxo-2-(4-phenylcyclohexyl)chromen-8-yl]ethylamino]benzoic acid